3-tetradecyloxypropylammonium bromide [Br-].C(CCCCCCCCCCCCC)OCCC[NH3+]